(4-methoxyphenylethyl)carbamic acid COC1=CC=C(C=C1)CCNC(O)=O